O1[C@H](COCC1)CN1N=C2C3=C(C[C@@H](C2=C1)C)OC(=C3C(F)(F)F)C(=O)NCC3=NC=C(C=N3)C (4S)-2-{[(2S)-1,4-Dioxan-2-yl]methyl}-4-methyl-N-[(5-methylpyrimidin-2-yl)methyl]-8-(trifluoromethyl)-4,5-dihydro-2H-furo[2,3-g]indazol-7-carboxamid